1-(methylphenyl)ethylamine CC1=C(C=CC=C1)C(C)N